2-cyclobutyl-5-(tributylstannyl)-1,3-thiazole C1(CCC1)C=1SC(=CN1)[Sn](CCCC)(CCCC)CCCC